tert-butyl ((trans)-3-(4-((S)-2-(((tert-butyldimethylsilyl)oxy)methyl)pyrrolidin-1-yl)-6-chloro-3-methyl-1H-pyrazolo[3,4-d]pyrimidin-1-yl)cyclobutyl)carbamate [Si](C)(C)(C(C)(C)C)OC[C@H]1N(CCC1)C1=C2C(=NC(=N1)Cl)N(N=C2C)[C@@H]2C[C@H](C2)NC(OC(C)(C)C)=O